C(C(C)C)[Hf](CC(C)C)CC(C)C triisobutylhafnium